tert-butyl (2S,4S)-4-(8-chloro-7-(8-cyanoisoquinolin-1-yl)-6-fluoro-4-(methylthio)-1H-pyrazolo[4,3-c]quinolin-1-yl)-2-(cyanomethyl)piperidine-1-carboxylate ClC1=CC=2C3=C(C(=NC2C(=C1C1=NC=CC2=CC=CC(=C12)C#N)F)SC)C=NN3[C@@H]3C[C@H](N(CC3)C(=O)OC(C)(C)C)CC#N